(3aR,6S,6aS)-1-(7,8-dihydrofuro[3,2-e][1,3]benzothiazol-2-yl)-6-(fluoromethyl)tetrahydro-1H-furo[3,4-d]imidazol-2(3H)-one N1=C(SC2=C1C1=C(C=C2)OCC1)N1C(N[C@@H]2[C@H]1[C@H](OC2)CF)=O